C(C)(C)(C)C=1C=CC(=C(C1)C1=CC=CC=C1)N(C1=C(C(=CC=C1)N(C1=CC=C(C=C1)C(C)(C)C)C1=CC=C(C=C1)C(C)(C)C)Cl)C1=CC=C(C=C1)C(C)(C)C N1-(5-(t-butyl)-[1,1'-biphenyl]-2-yl)-N1,N3,N3-tris(4-(t-butyl)phenyl)-2-chlorobenzene-1,3-diamine